(S)-4-(6,8-dichloro-2-(((2R,7aS)-2-fluorotetrahydro-1H-pyrrolizin-7a(5H)-yl)methoxy)-9-methyl-9H-pyrido[4',3':4,5]pyrrolo[2,3-d]pyrimidin-4-yl)-6-methyl-1,4-oxazepan-6-ol ClC1=CC2=C(N(C=3N=C(N=C(C32)N3CCOC[C@](C3)(O)C)OC[C@]32CCCN2C[C@@H](C3)F)C)C(=N1)Cl